tert-Butyl 5-chloro-2-((8-(2-ethoxy-2-oxoethyl)-3,7-dimethyl-2,6-dioxo-2,3,6,7-tetrahydro-1H-purin-1-yl)methyl)-1H-indole-1-carboxylate ClC=1C=C2C=C(N(C2=CC1)C(=O)OC(C)(C)C)CN1C(N(C=2N=C(N(C2C1=O)C)CC(=O)OCC)C)=O